COC1=NC=CC(=C1)N 2-methoxy-4-aminopyridine